{1-[1-(4-aminophenyl)piperidin-4-yl]azetidin-3-yl}methanol NC1=CC=C(C=C1)N1CCC(CC1)N1CC(C1)CO